FC(C(=O)O)(F)F.C(=O)C1=C2CCN(C2=CC=C1)C=1C=C(C=2N(N1)C(=CN2)C(=O)N[C@H]2[C@@H](CC2)OC)NC 6-(4-formylindolin-1-yl)-N-((1R,2R)-2-methoxycyclobutyl)-8-(methylamino)imidazo[1,2-b]pyridazine-3-carboxamide trifluoroacetate